3-trifluoroacetamidopropyl 2-acetamido-3,4,6-tri-O-acetyl-2-deoxy-β-D-glucopyranoside C(C)(=O)N[C@H]1[C@H](OCCCNC(C(F)(F)F)=O)O[C@@H]([C@H]([C@@H]1OC(C)=O)OC(C)=O)COC(C)=O